1-benzyl-3-hydroxy-(1,4'-bipiperidin-1'-ylmethyl)pyridin-2(1H)-one C(C1=CC=CC=C1)N1C(C(=C(C=C1)CN1CCC(CC1)N1CCCCC1)O)=O